C(O)([O-])=O.C(CCC)[N+](C)(CCCC)CCCC trin-butyl-monomethyl-ammonium hydrogen carbonate